methyl (2R,3aR,6R,6aS)-6-((S)-((tert-butoxycarbonyl)oxy)((S)-cyclohex-2-en-1-yl)methyl)-2-methoxy-6a-methyl-4-oxohexahydro-2H-furo[2,3-c]pyrrole-6-carboxylate C(C)(C)(C)OC(=O)O[C@H]([C@]1(NC([C@H]2[C@@]1(O[C@H](C2)OC)C)=O)C(=O)OC)[C@@H]2C=CCCC2